CC1=CN(C(=O)NC1=O)[C@H]2C[C@@H]([C@H](O2)COP(=O)(O)O[C@H]3C[C@@H](O[C@@H]3COP(=O)(O)O[C@H]4C[C@@H](O[C@@H]4COP(=O)(O)O[C@@H]5[C@H](O[C@H]([C@@H]5O)N6C=NC7=C(N=CN=C76)N)COP(=O)(O)O[C@@H]8[C@H](O[C@H]([C@@H]8O)N9C=NC1=C(N=CN=C19)N)COP(=O)(O)O[C@@H]1[C@H](O[C@H]([C@@H]1O)N1C=NC2=C(N=CN=C21)N)COP(=O)(O)O[C@@H]1[C@H](O[C@H]([C@@H]1O)N1C=NC2=C(N=CN=C21)N)COP(=O)(O)O[C@@H]1[C@H](O[C@H]([C@@H]1O)N1C=NC2=C(N=CN=C21)N)COP(=O)(O)O[C@@H]1[C@H](O[C@H]([C@@H]1O)N1C=NC2=C(N=CN=C21)N)COP(=O)(O)O[C@@H]1[C@H](O[C@H]([C@@H]1O)N1C=NC2=C(N=CN=C21)N)COP(=O)(O)O[C@@H]1[C@H](O[C@H]([C@@H]1O)N1C=NC2=C(N=CN=C21)N)CO)N1C=C(C(=O)NC1=O)C)N1C=C(C(=O)NC1=O)C)OP(=O)(O)OC[C@@H]1[C@H](C[C@@H](O1)N1C=C(C(=O)NC1=O)C)OP(=O)(O)OC[C@@H]1[C@H](C[C@@H](O1)N1C=C(C(=O)NC1=O)C)OP(=O)(O)OC[C@@H]1[C@H]([C@H]([C@@H](O1)N1C=NC2=C(N=CN=C21)N)O)OP(=O)(O)OC[C@@H]1[C@H]([C@H]([C@@H](O1)N1C=NC2=C(N=CN=C21)N)O)OP(=O)(O)OC[C@@H]1[C@H]([C@H]([C@@H](O1)N1C=NC2=C(N=CN=C21)N)O)OP(=O)(O)OC[C@@H]1[C@H]([C@H]([C@@H](O1)N1C=NC2=C(N=CN=C21)N)O)OP(=O)(O)OC[C@@H]1[C@H]([C@H]([C@@H](O1)N1C=NC2=C(N=CN=C21)N)O)OP(=O)(O)OC[C@@H]1[C@H]([C@H]([C@@H](O1)N1C=NC2=C(N=CN=C21)N)O)OP(=O)(O)OC[C@@H]1[C@H]([C@H]([C@@H](O1)N1C=NC2=C(N=CN=C21)N)O)OP(=O)(O)OC[C@@H]1[C@H]([C@H]([C@@H](O1)N1C=NC2=C(N=CN=C21)N)O)O The molecule is an oligonucleotide comprised of a sequence of eight adenosine, five thymidine and a further eight adenosine residues connected via 3'->5' phosphodiester linkages. It contains a 2'-deoxyadenosine 5'-monophosphate residue and a thymidine 5'-monophosphate residue.